C(C)(C)(C)C1N(CC12CCN(CC2)C(=O)O)C=2SC(=NN2)Br tert-butyl-2-(5-bromo-1,3,4-thiadiazol-2-yl)-2,7-diazaspiro[3.5]nonane-7-carboxylic acid